C(C)(C)OCCN(CCC(C(=O)O)NC(=O)C=1N(N=CC1)CC(F)(F)F)CCCCC1=NC=2NCCCC2C=C1 4-[2-isopropoxyethyl-[4-(5,6,7,8-tetrahydro-1,8-naphthyridin-2-yl)butyl]amino]-2-[[2-(2,2,2-trifluoroethyl)pyrazole-3-carbonyl]amino]butanoic acid